The molecule is a cationic sphingoid that is the conjugate acid of 3-dehydro-15-methylhexadecasphinganine, obtained by protonation of the amino group; major species at pH 7.3. It is a conjugate acid of a 3-dehydro-15-methylhexadecasphinganine. CC(C)CCCCCCCCCCCC(=O)[C@H](CO)[NH3+]